1-tert-butyl 2-methyl 4,6-dioxopiperidine-1,2-dicarboxylate O=C1CC(N(C(C1)=O)C(=O)OC(C)(C)C)C(=O)OC